(2R)-2-{[2-(isoquinolin-3-yl)-5H,6H,7H-cyclopenta[d]pyrimidin-4-yl](methyl)amino}-N-(6-methoxypyridin-3-yl)propanamide C1=NC(=CC2=CC=CC=C12)C=1N=C(C2=C(N1)CCC2)N([C@@H](C(=O)NC=2C=NC(=CC2)OC)C)C